6-amino-2-methyl-7,8-dihydropyrazolo[4,3-b]azepin-5(2H,4H,6H)-one NC1CCC=2C(NC1=O)=CN(N2)C